NCCOCCOCCOCCOCCOCCOCCO 20-Amino-3,6,9,12,15,18-hexaoxaicosan-1-ol